1-(2-fluoropyridin-3-yl)ethan-1-ol 3,3-difluoropyrrolidine-1-carboxylate FC1(CN(CC1)C(=O)OC(C)C=1C(=NC=CC1)F)F